CC=1C(=C(C(=O)N)C=CC1)CC methylethyl-benzamide